C1(CCCCCCCCCCC1)=O Cyclododecanone